CO[C@]1(COCC1)C1=CC(=CC(=N1)N1N=CC=2C=NC(=CC21)NC(C)=O)C (S)-N-(1-(6-(3-Methoxytetrahydrofuran-3-yl)-4-methylpyridin-2-yl)-1H-pyrazolo[4,3-c]pyridine-6-yl)acetamide